N=1C=NN2C1C=C(C=C2)OC2=C(C=C(C=C2)NC2=NC=NC1=C2N=C(N=C1)OC1CC2CCC(C1)N2C(=O)OC(C)(C)C)C tert-Butyl endo-3-((8-((4-([1,2,4]triazolo[1,5-a]pyridin-7-yloxy)-3-methylphenyl)amino)pyrimido[5,4-d]pyrimidin-2-yl)oxy)-8-azabicyclo[3.2.1]octane-8-carboxylate